1-(3-(3-chloro-5-(1H-pyrrolo[3,2-c]pyridin-4-yl)phenyl)morpholino)prop-2-en-1-one ClC=1C=C(C=C(C1)C1=NC=CC2=C1C=CN2)C2COCCN2C(C=C)=O